CCC(=O)OC(CC1=CC=CC=C1)(C2=CC=CC=C2)C(C)CN(C)C The molecule is a propanoate ester that is propyl propanoate substituted by a benzyl and phenyl group at position 1, a methyl group at position 2 and a dimethylamino group at position 3. It is a propanoate ester and a tertiary amine.